ClC=1C=C2C(=NC(=NC2=C(C1C1=C2C=NNC2=CC=C1C)F)OCC1(CC1)CN1CCCC1)N1CCC2(CN(C2)C(C=C)=O)CC1 1-(7-(6-chloro-8-fluoro-7-(5-methyl-1H-indazol-4-yl)-2-((1-(pyrrolidin-1-ylmethyl)cyclopropyl)methoxy)quinazolin-4-yl)-2,7-diazaspiro[3.5]nonan-2-yl)prop-2-en-1-one